C(C1=CC=CC=C1)OC([C@@H](NC(=O)C1(CCCCC1)CO)[C@H](OCC1=CC=CC=C1)C)=O O-benzyl-N-(1-(hydroxymethyl)cyclohexane-1-carbonyl)-L-threonine benzyl ester